5,6-dimethoxy-2-aminoindan COC=1C=C2CC(CC2=CC1OC)N